S1C=NC2=C1C=C(C=C2)C2=NC(=NC=C2C)NC2=NC=C(C=C2)CN2CCN(CC2)C(C)C 4-(benzothiazol-6-yl)-N-(5-((4-isopropylpiperazin-1-yl)methyl)pyridin-2-yl)-5-methylpyrimidin-2-amine